(3R)-1-(7-fluoro-3-(hydroxymethyl)-2,3-dihydrobenzo[b][1,4]dioxin-5-yl)ethan-1-one methyl-(1R)-1-methoxy-6-methylenetetrahydro-1H-pyrrolizine-7a(5H)-carboxylate COC(=O)C12CC(CN2CC[C@H]1OC)=C.FC=1C=C(C2=C(OC[C@H](O2)CO)C1)C(C)=O